1-((R)-2,2-difluorocyclobutyl)-N-((R)-1-(3-(difluoromethyl)-2-fluorophenyl)ethyl)-4-(((1R,5s,8s)-3-methyl-3-azabicyclo[3.2.1]oct-8-yl)amino)-6-oxo-1,6-dihydropyridine-3-carboxamide FC1([C@@H](CC1)N1C=C(C(=CC1=O)NC1[C@H]2CN(C[C@@H]1CC2)C)C(=O)N[C@H](C)C2=C(C(=CC=C2)C(F)F)F)F